2-(5-(3,5-dichlorophenyl)-5-(trifluoromethyl)-4,5-dihydroisoxazol-3-yl)-N-(1-((difluoromethyl)sulfonyl)azetidin-3-yl)-2,3-dihydro-1H-pyrrolo[3,4-c]pyridine-6-carboxamide ClC=1C=C(C=C(C1)Cl)C1(CC(=NO1)N1CC=2C=NC(=CC2C1)C(=O)NC1CN(C1)S(=O)(=O)C(F)F)C(F)(F)F